3-(((4-((dimethylamino)methyl)phenyl)(3-methoxybenzyl)amino)methyl)-N,N-dimethylaniline CN(C)CC1=CC=C(C=C1)N(CC1=CC(=CC=C1)OC)CC=1C=C(N(C)C)C=CC1